C(C)(C)(C)OC(=O)N1CCN(CC1)CC1=CC(=C(C=C1)CN)OC 4-(4-(aminomethyl)-3-methoxybenzyl)piperazine-1-carboxylic acid tert-butyl ester